C(=O)O.C1=CC=CC2=CC=CC=C12 Naphthalene formate